N-(8-amino-5-(2-methoxy-3-(1-(1-((6-(pyrrolidine-1-carbonyl)pyridin-2-yl)methyl)azetidin-3-yl)-1H-pyrazol-4-yl)phenyl)-2,7-naphthyridin-3-yl)cyclopropanecarboxamide NC=1N=CC(=C2C=C(N=CC12)NC(=O)C1CC1)C1=C(C(=CC=C1)C=1C=NN(C1)C1CN(C1)CC1=NC(=CC=C1)C(=O)N1CCCC1)OC